N,N-dimethyl-N-tetradecylamine CN(CCCCCCCCCCCCCC)C